CC(C(C(=O)O)=O)(CC)C1=CC=CC=C1 methyl-phenyl-oxo-valeric acid